N-(4-{4-[3-(5-tert-Butyl-3-chloro-phenyl)-ureido]-3-fluoro-phenoxy}-pyridin-2-yl)-acetamide C(C)(C)(C)C=1C=C(C=C(C1)NC(NC1=C(C=C(OC2=CC(=NC=C2)NC(C)=O)C=C1)F)=O)Cl